(3,6-dichloro-5-methyl-pyridazin-4-yl)acetaldehyde ClC=1N=NC(=C(C1CC=O)C)Cl